COC1=NC(=NC=C1)N1N=C(C(=C1)C1=CN=C(N1C)C(=O)N)C(F)(F)F 5-[1-(4-methoxypyrimidin-2-yl)-3-(trifluoromethyl)pyrazol-4-yl]-1-methyl-imidazole-2-carboxamide